N-(5-amino-2-(4-fluorophenyl)pyrimidin-4-yl)-6-(piperazin-1-yl)nicotinamide NC=1C(=NC(=NC1)C1=CC=C(C=C1)F)NC(C1=CN=C(C=C1)N1CCNCC1)=O